ClC1=C(C=C(C=C1)NC(=O)N1[C@@H]2CC[C@H]1CC=1N=CN=CC12)C(F)(F)F (5R,8S)-N-(4-chloro-3-(trifluoromethyl)phenyl)-6,7,8,9-tetrahydro-5H-5,8-epiminocyclohepta-[d]pyrimidine-10-carboxamide